N'-((8-fluoro-1,2,3,5,6,7-hexahydro-s-indacen-4-yl)carbamoyl)-6-(methylamino)-6,7-dihydro-5H-pyrazolo[5,1-b][1,3]oxazine-3-sulfonimidamide FC=1C=2CCCC2C(=C2CCCC12)NC(=O)N=S(=O)(N)C=1C=NN2C1OCC(C2)NC